2-amino-5-hydroxy-5-(trifluoromethyl)cyclohexyl benzoate C(C1=CC=CC=C1)(=O)OC1C(CCC(C1)(C(F)(F)F)O)N